methyl 5-amino-4-((2-methoxyethyl)amino)thiophene-2-carboxylate NC1=C(C=C(S1)C(=O)OC)NCCOC